C(C=C)(=O)OCC(COC(C=C)=O)(C)N=C=O 2-isocyanato-2-methylpropan-1,3-diyl diacrylate